NC1=NNC2=CC(=CC=C12)C1=CC(=NC(=N1)NC)N1C[C@H](CC[C@H]1C)C(=O)NC1CCCCC1 (3S,6R)-1-[6-(3-Amino-1H-indazol-6-yl)-2-(methylamino)-4-pyrimidinyl]-N-cyclohexyl-6-methyl-3-piperidinecarboxamide